COC=1C=C2C(=CC=NC2=CC1)[C@H]([C@@H]1N2C[C@H]([C@@H](C1)CC2)C=C)O (R)-(6-methoxy-4-quinolyl)-[(2R,4R,5S)-5-vinylquinuclidin-2-yl]methyl alcohol